tert-butyl 2-[[3-[[(E,2S)-7-(dimethylamino)-2-(dimethylcarbamoyloxy)-7-oxo-hept-5-enoyl]amino]-2-oxo-pyrazin-1-yl]methyl]-5-fluoro-indole-1-carboxylate CN(C(/C=C/CC[C@@H](C(=O)NC=1C(N(C=CN1)CC=1N(C2=CC=C(C=C2C1)F)C(=O)OC(C)(C)C)=O)OC(N(C)C)=O)=O)C